C1(CC1)C(=O)NC1=CC=C(C=N1)C(=O)[O-] 6-(cyclopropanecarbonylamino)pyridine-3-carboxylate